5-bromoisoquinolin-1(2H)-one BrC1=C2C=CNC(C2=CC=C1)=O